(2S)-2-amino-4-(3,4,5-trichlorophenyl)butanoic acid N[C@H](C(=O)O)CCC1=CC(=C(C(=C1)Cl)Cl)Cl